tert-butyl N-[(3S,5S)-5-fluoro-1-(6-methylpyridin-3-yl)piperidin-3-yl]carbamate F[C@H]1C[C@@H](CN(C1)C=1C=NC(=CC1)C)NC(OC(C)(C)C)=O